(3aR,7aR)-2-((4-bromophenyl)thio)hexahydrobenzo[d][1,3,2]oxathiaphosphole 2-oxide BrC1=CC=C(C=C1)SP1(O[C@H]2[C@H](S1)CCCC2)=O